C(C)(C)(C)C=1C(=NN2C(=NN=CC21)C2=NOC(=C2)C)OCC2=NC=C(C(=O)NCCOC)C=C2 6-((3-tert-butyl-7-(5-methylisoxazol-3-yl)pyrazolo[1,5-d][1,2,4]triazin-2-yl-oxy)methyl)-N-(2-methoxyethyl)nicotinamide